NC1=CC(=C(C=C1C)N1CCN(CC1)C(=O)O)C=1C=NN(C1)C.FCCCN1C[C@H](CC1)OC1=CC=C(C=C1)C1=C(CSC2=CC(=CC=C12)O)C=1C=C2CC(NC2=CC1)=O 5-[4-[4-[(3S)-1-(3-fluoropropyl)pyrrolidin-3-yl]oxyphenyl]-7-hydroxy-2H-thiochromen-3-yl]indolin-2-one 4-(4-Amino-5-methyl-2-(1-methyl-1H-pyrazol-4-yl)phenyl)piperazine-1-carboxylate